[Cl-].ClC=1N=C([NH2+]C1)C(CC)=O 4-chloro-2-propanoyl-1H-imidazol-1-ium chloride